5-{[(3R,4R)-3-Aminotetrahydro-2H-pyran-4-yl]amino}-N-(3-carbamoyl-1-methyl-1H-pyrazol-4-yl)pyrazolo[1,5-a]pyrimidin-3-carboxamid N[C@H]1COCC[C@H]1NC1=NC=2N(C=C1)N=CC2C(=O)NC=2C(=NN(C2)C)C(N)=O